tert-butyl 3-(((4-nitrophenoxy)carbonyl)oxy)azetidine-1-carboxylate [N+](=O)([O-])C1=CC=C(OC(=O)OC2CN(C2)C(=O)OC(C)(C)C)C=C1